(N-phenyl)aminopropyltrimethoxysilane C1(=CC=CC=C1)NCCC[Si](OC)(OC)OC